6-bromo-4-ethyl-2-hydroxy-1,2-benzoxaborinine BrC=1C=CC2=C(C(=CB(O2)O)CC)C1